4-Chloro-7-[(3R*)-1-{4-[4-({4-[2-(2,6-dioxopiperidin-3-yl)-1-oxo-2,3-dihydro-1H-isoindol-5-yl]piperazin-1-yl}methyl)piperidin-1-yl]phenyl}piperidin-3-yl]-1H-indole-3-carbonitrile ClC1=C2C(=CNC2=C(C=C1)[C@@H]1CN(CCC1)C1=CC=C(C=C1)N1CCC(CC1)CN1CCN(CC1)C=1C=C2CN(C(C2=CC1)=O)C1C(NC(CC1)=O)=O)C#N |o1:10|